NC1CC[C@H](C=C1)C(=O)O |r| (RS)-4-aminocyclohex-5-enoic acid